N1(CCOCC1)C(=O)C1=CC=C(C=C1)C1=CC(=CC=C1)C=CC(=O)N1C(OCC1C1=CC=CC=C1)=O 3-(3-(4'-(morpholine-4-carbonyl)-[1,1'-biphenyl]-3-yl)acryloyl)-4-phenyloxazolidin-2-one